1-(2-fluoro-4-(1-(tetrahydro-2H-pyran-2-yl)-1H-pyrazol-3-yl)phenyl)piperidine FC1=C(C=CC(=C1)C1=NN(C=C1)C1OCCCC1)N1CCCCC1